C1(CCC1)C[C@H](C1=NN=CN1C)C=1C=C(C=CC1)N1C(C2=CC(=CC(=C2C1)C(F)(F)F)CNC1(CCC1)C)=O (S)-2-(3-(2-cyclobutyl-1-(4-methyl-4H-1,2,4-triazol-3-yl)ethyl)phenyl)-6-(((1-methylcyclobutyl)amino)methyl)-4-(trifluoromethyl)isoindolin-1-one